dimethyl cis-1,2-dimethylcyclohexa-3,5-diene-1,2-dicarboxylate C[C@@]1([C@](C=CC=C1)(C(=O)OC)C)C(=O)OC